ClC1=C(OC2CCN(CC2)C2=CC=C(C(=O)NN)C=C2)C=CC=C1 4-(4-(2-chlorophenoxy)piperidin-1-yl)benzohydrazide